acetyl-2,4,6-tri-O-acetyl-3-azido-3-deoxy-β-D-galactopyranosyl chloride C(C)(=O)[C@@]1([C@H](OC(C)=O)[C@H]([C@@H](OC(C)=O)[C@H](O1)COC(C)=O)N=[N+]=[N-])Cl